5-Bromo-2-(methylthio)-3-nitropyridine BrC=1C=C(C(=NC1)SC)[N+](=O)[O-]